CN1C(C(CCC1=O)N1C(C2=CC=C(C=C2C1=O)N1CCNCC1)=O)=O 2-(1-methyl-2,6-dioxopiperidin-3-yl)-5-(piperazin-1-yl)isoindoline-1,3-dione